C(=C)N1C(CCCC1)=O N-vinyl-valerolactam